tert-butyl (6S)-2-(4-fluorophenyl)-3-iodo-6-methyl-6,7-dihydropyrazolo[1,5-a]pyrazine-5(4H)-carboxylate FC1=CC=C(C=C1)C1=NN2C(CN([C@H](C2)C)C(=O)OC(C)(C)C)=C1I